N-(2-fluoro-4-(hydrazinecarbonyl)benzyl)-N-(1-methyl-1H-indazol-4-yl)ethanesulfonamide FC1=C(CN(S(=O)(=O)CC)C2=C3C=NN(C3=CC=C2)C)C=CC(=C1)C(=O)NN